FC(C1=CC(=NN1C1=NC(=CC=C1C(C)=O)N1C=NC2=C1C=CC(=C2)NC=2N=NC(=CC2)C)C)F 1-[2-[5-(difluoromethyl)-3-methyl-pyrazol-1-yl]-6-[5-[(6-methylpyridazin-3-yl)amino]benzimidazol-1-yl]-3-pyridinyl]ethanone